6-chloro-N-(5-chloro-1-(1-methylcyclopropyl)-1H-pyrazol-4-yl)-7-(piperidin-4-yl)quinazolin-2-amine ClC=1C=C2C=NC(=NC2=CC1C1CCNCC1)NC=1C=NN(C1Cl)C1(CC1)C